1-(1-aminopropyl)-3-butylimidazole tetrafluoroborate F[B-](F)(F)F.NC(CC)N1CN(C=C1)CCCC